CC(C(C(C(C(C(C(C(C(OC(=O)C=C)(F)F)(F)F)(F)F)(F)F)(F)F)(F)F)(F)F)(F)F)F heptadecafluorodecyl acrylate